FC1=CC=C2C=CC=C3CCC(C1=C32)=O 9-fluoro-2,3-dihydro-1H-phenalen-1-one